4-(3,3-dimethylcyclopentyl)-2-hydroxycyclohepta-2,4,6-trien-1-one CC1(CC(CC1)C=1C=C(C(C=CC1)=O)O)C